NCCC1=C(C=C(N)C=C1)C 4-(2-aminoethyl)-3-methylaniline